[C@H](C)(CC)OC1=NC=2N(C=C1C(=O)NC=1C(N(C=CC1)C1CC1)=O)C=C(N2)[C@@]21CO[C@@](CC2)(C1)C 7-((S)-sec-butoxy)-N-(1-cyclopropyl-2-oxo-1,2-dihydropyridin-3-yl)-2-((1S,4R)-1-methyl-2-oxabicyclo[2.2.1]heptan-4-yl)imidazo[1,2-a]pyrimidine-6-carboxamide